NC1=C2C=CC(=C(C2=CC=C1F)OC1=NC=NC=C1C1=NC(=NC=C1)N[C@@H]1CN(C[C@H](C1)F)C(=O)OCC1=CC=CC=C1)C Benzyl (3S,5S)-3-((4'-((5-amino-6-fluoro-2-methylnaphthalen-1-yl)oxy)-[4,5'-bipyrimidin]-2-yl)amino)-5-fluoropiperidine-1-carboxylate